benzyl-7-(trifluoromethylsulfonyl)-1H-indazol-4-amine C(C1=CC=CC=C1)N1N=CC=2C(=CC=C(C12)S(=O)(=O)C(F)(F)F)N